Anti-Cholesterol CC(C)CCC[C@@H](C)[C@H]1CC[C@H]2[C@@H]3CC=C4C[C@@H](O)CC[C@]4(C)[C@H]3CC[C@]12C